(2R,3S)-2-(4-(cyclopentylamino)phenyl)-N-(4-methyl-3-(trifluoromethyl)phenyl)-1-((2-nitrophenyl)sulfonyl)piperidine-3-carboxamide C1(CCCC1)NC1=CC=C(C=C1)[C@@H]1N(CCC[C@@H]1C(=O)NC1=CC(=C(C=C1)C)C(F)(F)F)S(=O)(=O)C1=C(C=CC=C1)[N+](=O)[O-]